2-[4-[5-Amino-4-cyano-1-(2,2,2-trifluoro-1-methyl-ethyl)pyrazol-3-yl]phenyl]acetic acid NC1=C(C(=NN1C(C(F)(F)F)C)C1=CC=C(C=C1)CC(=O)O)C#N